ClC1=C(C(=CC=C1)F)N1C(C2=CC(=C(C=C2C(=N1)C(=C)C)N1N=C(N(C1=O)CC)CO)F)=O 2-(2-chloro-6-fluorophenyl)-6-(4-ethyl-3-(hydroxymethyl)-5-oxo-4,5-dihydro-1H-1,2,4-triazol-1-yl)-7-fluoro-4-(prop-1-en-2-yl)phthalazin-1(2H)-one